ClC=1C(=C(CN2[C@@H](C[C@@](CC2)(C(=O)O)CC2=NC(=C(C(=C2)C(CC)=O)F)NC2=NNC(=C2)C)C)C=CC1)F (2R,4R)-1-(3-chloro-2-fluorobenzyl)-4-((5-fluoro-6-((5-methyl-1H-pyrazol-3-yl)amino)-4-propionyl-pyridin-2-yl)methyl)-2-methyl-piperidine-4-carboxylic acid